C(C)(C)(C)OC(N)=O carbamic acid tertbutyl ester